NC1=CC(=CC=2C(NC[C@H](NC21)C)=O)F (2R)-9-amino-7-fluoro-2-methyl-1,2,3,4-tetrahydro-1,4-benzodiazepin-5-one